BrC=1C=C2C(=NN(C2=CC1)C=1C=NC=CC1)COC1=C(C=CC=C1)CC(=O)OCC ethyl 2-(2-((5-bromo-1-(pyridin-3-yl)-1H-indazol-3-yl)methoxy)phenyl)acetate